COC[C@H](NC(=O)C1=CN=C(S1)C)C(=O)N[C@@H](COC)C(=O)N[C@H](C(=O)[C@@]1(OC1)C)CC1=CC=CC=C1 O-Methyl-N-[(2-methyl-5-thiazolyl)carbonyl]-L-seryl-O-methyl-N-[(1S)-2-[(2R)-2-methyl-2-oxiranyl]-2-oxo-1-(phenyl-methyl)ethyl]-L-serinamide